O=C1CC2CC(CC2C1)C(=O)O 5-oxo-2,3,3a,4,6,6a-hexahydro-1H-pentalene-2-carboxylic acid